CN(C(CN1C2=C(OC(C1=O)(F)F)C=C(C(=C2)C2=C(C(=C(C(=C2)F)F)F)F)F)=O)CCC(=O)O 3-(N-methyl-2-(2,2,7-trifluoro-3-oxo-6-(2,3,4,5-tetrafluorophenyl)-2,3-dihydro-4H-benzo[b][1,4]oxazin-4-yl)acetamido)propanoic acid